FC(C(=O)O)(F)F.N1CC(C1)C#CC1=C(C2=C(C(=N1)C=1C=C3C=NN(C3=CC1)C)C=CS2)C2=C(C=C(C=C2OCCOC)F)F 6-[2-(azetidin-3-yl)ethynyl]-7-[2,4-difluoro-6-(2-methoxyethoxy)phenyl]-4-(1-methylindazol-5-yl)thieno[3,2-c]pyridine trifluoroacetic acid salt